5-chloro-2-(5-fluoro-2-(methoxy-d3)pyridin-3-yl)-1-(methyl-d3)-1H-pyrrolo[2,3-c]pyridine ClC=1C=C2C(=CN1)N(C(=C2)C=2C(=NC=C(C2)F)OC([2H])([2H])[2H])C([2H])([2H])[2H]